(cyclopropyl-methylene)-2-methyl-propane-2-sulfinamide C1(CC1)C=CC(C)(S(=O)N)C